1-imino-1,2,3,6-tetrahydro-1lambda6-Thiopyran 1-oxide N=S1(CCC=CC1)=O